4-cyclopropyl-3-(N-(4-fluoro-5-(1-methylpyrazol-5-yl)-2-(pyrrol-1-yl)phenyl)sulfamoyl)benzoic acid C1(CC1)C1=C(C=C(C(=O)O)C=C1)S(NC1=C(C=C(C(=C1)C1=CC=NN1C)F)N1C=CC=C1)(=O)=O